C(C)(C)C1=C(NC2=CC=C(C=C12)C1=NN=C(N1)C1CNCCC1)C1=CC(=NC=C1)C 3-isopropyl-2-(2-methylpyridin-4-yl)-5-(5-(piperidin-3-yl)-4H-1,2,4-triazol-3-yl)-1H-indole